FC1(CC(C1)CN(C1CC=2C(NC(=NC2CC1)C)=O)C)F 6-(((3,3-difluorocyclobutyl)methyl)(methyl)amino)-2-methyl-5,6,7,8-tetrahydroquinazolin-4(3H)-one